CC1(CC1)C(=O)NC1=CC=C(N=N1)C(=O)N (E)-6-(1-methylcyclopropane-1-carboxamido)pyridazine-3-carboxamide